N-(4-(4-amino-2,7-dimethyl-7H-pyrrolo[2,3-d]pyrimidin-5-yl)-3-methylphenyl)-2-(2-fluorophenyl)-2-hydroxyacetamide NC=1C2=C(N=C(N1)C)N(C=C2C2=C(C=C(C=C2)NC(C(O)C2=C(C=CC=C2)F)=O)C)C